BrC1=CC(=NC=C1)CNC(=O)C1=NC=C(C=C1)C1=NC=C(N=C1)OCC N-[(4-bromopyridin-2-yl)methyl]-5-(5-ethoxypyrazin-2-yl)pyridine-2-carboxamide